P(O)(O)=O.CC(C=C)=CC(C)OCC=C 3-methyl-5-allyloxy-1,3-hexadiene phosphonate